C(C1=CC=CC=C1)OC1=CC=C(C=C1)NS(=O)(=O)C1=CC(=CC=C1)C(=O)N1CCC2=CC=CC=C12 N-(4-(benzyloxy)phenyl)-3-(indoline-1-carbonyl)benzenesulfonamide